tetrahydro-2H-3λ2-pyrimidin-2-one N1C([N]CCC1)=O